FC1=CC=C(C=C1)CCN1N=C2N([C@@H](CCC2)C(=O)O)C1=O (5S)-2-[2-(4-Fluorophenyl)ethyl]-3-oxo-2,3,5,6,7,8-hexahydro[1,2,4]triazolo[4,3-a]pyridine-5-carboxylic acid